(S,E)-3-(4-ethoxyphenyl)-N-(1-hydroxy-3-phenylpropan-2-yl)acrylamide C(C)OC1=CC=C(C=C1)/C=C/C(=O)N[C@H](CO)CC1=CC=CC=C1